CC(C[C@H](NC([C@H](CC1=CC=CC=C1)NC(=O)C1=NC=CN=C1)=O)B(O)O)C (1R)-3-methyl-1-[{(2S)-3-phenyl-2-[(2-pyrazinylcarbonyl)-amino]propanoyl}amino]butylboronic acid